[Si](C)(C)(C(C)(C)C)OC=1C=CC(=C(C=O)C1)F 5-(tert-butyldimethylsilyloxy)-2-fluorobenzaldehyde